C1(=CC=CC=C1)C1OC(=C(C1=O)OC(C)=O)N 2-(phenyl)-4-(acetoxy)-5-amino-3(2H)-furanone